C(#N)C1CC2(C1)C[C@H](N(CC2)CC2=C1C=CNC1=C(C=C2OC)C)C2=CC=C(C(=O)N1C[C@H](CCC1)C(=O)O)C=C2 (S)-1-(4-((2R,4s,6S)-2-cyano-7-((5-methoxy-7-methyl-1H-indol-4-yl)methyl)-7-azaspiro[3.5]nonan-6-yl)benzoyl)piperidine-3-carboxylic acid